α-chloropentafluoropropyl acrylate C(C=C)(=O)OC(C(C(F)(F)F)(F)F)Cl